ClC1=CC=2C3=C(C(=NC2C(=C1C1=C(C(=CC=C1)Cl)Cl)F)N1CC(C1)N(C)C)C=NN3[C@@H]3C[C@H](NCC3)CC#N 2-((2S,4S)-4-(8-chloro-7-(2,3-dichlorophenyl)-4-(3-(dimethylamino)azetidin-1-yl)-6-fluoro-1H-pyrazolo[4,3-c]quinolin-1-yl)piperidin-2-yl)acetonitrile